2-bromo-1-(3-bromo-1H-indol-2-yl)propan-1-one BrC(C(=O)C=1NC2=CC=CC=C2C1Br)C